methyl N-(2-(5'-fluoro-1'-methyl-3-(2-(4-oxopentanoyl)-2-azaspiro[3.3]heptan-6-yl)-1H,1'H-[4,6'-biindazol]-1-yl)acetyl)-N-methylglycylglycinate FC=1C=C2C=NN(C2=CC1C=1C=2C(=NN(C2C=CC1)CC(=O)N(CC(=O)NCC(=O)OC)C)C1CC2(CN(C2)C(CCC(C)=O)=O)C1)C